tert-butyl-[3-[5-(2-chloro-5-fluoro-pyrimidin-4-yl)-4-(trifluoromethyl)thiazol-2-yl]cyclopentoxy]-dimethyl-silane C(C)(C)(C)[Si](C)(C)OC1CC(CC1)C=1SC(=C(N1)C(F)(F)F)C1=NC(=NC=C1F)Cl